FC=1C=C2C=NN(C2=C(C1O)F)C1=CC=C(C=C1)N1CCC(CC1)(C#N)C 1-(4-(5,7-Difluoro-6-hydroxy-1H-indazol-1-yl)phenyl)-4-methylpiperidine-4-carbonitrile